(2-amino-6-(2-(3-fluoropropyl)phenyl)imidazo[1,2-a]pyridin-3-yl)((1s,2s)-2-fluorocyclopropyl)methanone NC=1N=C2N(C=C(C=C2)C2=C(C=CC=C2)CCCF)C1C(=O)[C@H]1[C@H](C1)F